[Al].[Y] yttrium aluminum salt